methyl 2-(2-bromo-4-(((tert-butoxycarbonyl)amino) methyl)phenyl)acetate BrC1=C(C=CC(=C1)CNC(=O)OC(C)(C)C)CC(=O)OC